C1(CCCC1)OC1=C(N)C=C(C=C1)N1N=NN=C1 2-cyclopentyloxy-5-(1H-tetrazol-1-yl)aniline